6-tert-butyl-9-(1,4-dimethyl-1H-pyrazol-5-yl)-10-methoxy-2-oxo-6,7-dihydro-2H-pyrido[2,1-a]Isoquinoline-3-carboxylic acid C(C)(C)(C)C1N2C(C3=CC(=C(C=C3C1)C1=C(C=NN1C)C)OC)=CC(C(=C2)C(=O)O)=O